C(C)(=O)NC1=CC=C(C(=O)NC2=CC=C(C=C2)C(\C=C\C2=CC=C(C=C2)N(C)CCO)=O)C=C1 4-Acetamido-N-[4-[(E)-3-[4-[2-hydroxyethyl(methyl)amino]phenyl]prop-2-enoyl]phenyl]benzamide